O=C1N(CCC(N1)=O)C=1C=C(C(=O)N2CCC(CC2)CCCN2N=CC(=C2)C=2C=CC3=CN(N=C3C2)C2CCC(CC2)CNC(C2=CC(=C(C(=C2)F)O)F)=O)C=CC1C N-{[(1r,4r)-4-{6-[1-(3-{1-[3-(2,4-dioxo-1,3-diazinan-1-yl)-4-methylbenzoyl]piperidin-4-yl}propyl)-1H-pyrazol-4-yl]-2H-indazol-2-yl}cyclohexyl]methyl}-3,5-difluoro-4-hydroxybenzamide